[I-].C(CCC)[N+](CCCC)(CCCC)CCCC tetra-normal-butylammonium iodide